4,6-dichloro-N-((2-isopropyl-4-methylpyridin-3-yl)carbamoyl)nicotinamide ClC1=CC(=NC=C1C(=O)NC(NC=1C(=NC=CC1C)C(C)C)=O)Cl